FC1=C(CC2=NC3=C(N2CCOC)C=C(C=C3)C(=O)O)C=CC(=C1)C1=NC(=CC=C1)OCC1=C(C=C(C=C1)C#CC=1C=NC=NC1)F 2-(2-fluoro-4-(6-((2-fluoro-4-(pyrimidin-5-ylethynyl)benzyl)oxy)pyridin-2-yl)benzyl)-1-(2-methoxyethyl)-1H-benzo[d]imidazole-6-carboxylic acid